5-Hydroxy-4,4,7-trimethylchroman-2-one OC1=C2C(CC(OC2=CC(=C1)C)=O)(C)C